2-amino-4,6-dimethoxy-3-oxo-3H-phenoxazine NC1=CC2=NC3=CC=CC(=C3OC2=C(C1=O)OC)OC